4-(3-((2S,3AR,6AS)-1-ACETYLHEXAHYDRO-1H-FURO[3,4-B]PYRROL-2-YL)-8-AMINOIMIDAZO[1,5-A]PYRAZIN-1-YL)-3-FLUORO-N-(4-(TRIFLUOROMETHYL)PYRIDIN-2-YL)BENZAMIDE C(C)(=O)N1[C@H]2[C@@H](C[C@H]1C1=NC(=C3N1C=CN=C3N)C3=C(C=C(C(=O)NC1=NC=CC(=C1)C(F)(F)F)C=C3)F)COC2